1-((Adamantan-1-yl)methyl)-2-cyano-3-(1-methyl-1H-benzo[d]imidazol-7-yl)guanidine C12(CC3CC(CC(C1)C3)C2)CNC(=NC#N)NC2=CC=CC3=C2N(C=N3)C